((4-fluorobenzyl)oxy)-1-naphthaldehyde FC1=CC=C(COC2=C(C3=CC=CC=C3C=C2)C=O)C=C1